C(C)OS(=O)(=O)C1=CC(=C(C)C=C1)OCCOCCO 2-(2-(2-hydroxyethoxy)ethoxy)4-toluenesulfonic acid ethyl ester